ClC1=CC=C2C(=CN(C2=C1)C=1N=NN(C1)CCN)C=1C=NN(C1)C1OCCCC1 2-[4-[6-chloro-3-(1-tetrahydropyran-2-ylpyrazol-4-yl)indol-1-yl]triazol-1-yl]ethanamine